(E)-7-bromo-2-(2,2-difluoroethyl)-5-methyl-1,2,3,4-tetrahydroisoquinoline BrC1=CC(=C2CCN(CC2=C1)CC(F)F)C